C(C)(=O)N1CC(C1)C1=NNC=2N(C(C=3C=C(C=C(C3C21)C(C)Br)C)=O)C (1-Acetylazetidin-3-yl)-9-(1-bromoethyl)-4,7-dimethyl-3,4-dihydro-5H-pyrazolo[3,4-c]isoquinolin-5-one